P(=O)(O)(O)OP(=O)(O)O tri-hydrogen pyrophosphoric acid